2-(4-acetamidopyrrolo[2,1-f][1,2,4]triazin-7-yl)-5-(acetoxymethyl)-2-cyanotetrahydro-furan-3,4-diyl diacetate C(C)(=O)OC1C(OC(C1OC(C)=O)COC(C)=O)(C#N)C1=CC=C2C(=NC=NN21)NC(C)=O